tert-Butyl 1,1-difluoro-2-({[(4-methylphenyl)sulfonyl]oxy}methyl)-6-azaspiro[2.5]octane-6-carboxylate FC1(C(C12CCN(CC2)C(=O)OC(C)(C)C)COS(=O)(=O)C2=CC=C(C=C2)C)F